NC1=C2N=CN(C2=NC(=N1)Cl)[C@H]1C[C@@H]([C@@](O1)(C#C)COP(O)(=O)N[C@H](C(=O)OC(C)C)C)O [(2R,3S,5R)-5-(6-amino-2-chloropurin-9-yl)-2-ethynyl-3-hydroxyoxolan-2-yl]methoxy([(2S)-1-isopropoxy-1-oxopropan-2-yl]amino)phosphinic acid